COC=1C=C(CC(COC2=CC=CC=N2)OC(=O)NCC2=CC=C(C=C2)N(C)C)C=CC1 6-[(3-methoxybenzyl)(4-dimethylaminobenzyl)aminocarbonyl-oxyethoxy]pyridine